ClC1=C(C=CC(=C1)OC1=CC=CC=C1)N1N=C2C(NCCC2N2CCNCC2)=C1C(=O)N 2-(2-chloro-4-phenoxyphenyl)-7-(piperazin-1-yl)-4,5,6,7-tetrahydro-2H-pyrazolo[4,3-b]pyridine-3-carboxamide